S1C=NC2=C1C=CC(=C2)C=2C(=CC(=C(C2)NC(=O)C2=CN(C(C=C2C(F)F)=O)C)N2C[C@H](N([C@H](C2)C)C)C)F |r| N-[5-(1,3-benzothiazol-5-yl)-4-fluoro-2-[rac-(3R,5S)-3,4,5-trimethylpiperazin-1-yl]phenyl]-4-(difluoromethyl)-1-methyl-6-oxopyridine-3-carboxamide